N-[(1S)-1-(dicyclopropylmethyl)-2-[[5-(3,5-dimethyl-1H-pyrazol-4-yl)-6-fluoro-2-pyridyl]amino]-2-oxo-ethyl]-3-methyl-isoxazole-4-carboxamide C1(CC1)C([C@@H](C(=O)NC1=NC(=C(C=C1)C=1C(=NNC1C)C)F)NC(=O)C=1C(=NOC1)C)C1CC1